(R)-N-(1-(5-(2-((methylamino)methyl)phenyl)thiophen-2-yl)ethyl)-7-morpholino-4-(trifluoromethyl)phthalazin-1-amine CNCC1=C(C=CC=C1)C1=CC=C(S1)[C@@H](C)NC1=NN=C(C2=CC=C(C=C12)N1CCOCC1)C(F)(F)F